1-(3-(6-(1-(2,2-difluorobenzo[d][1,3]dioxol-5-yl)cyclopropane-1-carboxamido)-3-methylpyridin-2-yl)phenyl)-1-oxo-5,8,11,14-tetraoxa-2-azaheptadecan-17-oic acid FC1(OC2=C(O1)C=CC(=C2)C2(CC2)C(=O)NC2=CC=C(C(=N2)C=2C=C(C=CC2)C(NCCOCCOCCOCCOCCC(=O)O)=O)C)F